5-azaspiro[3.4]octane-6-one C1CCC12NC(CC2)=O